ClC=1C=C(C=CC1OCC1=NC=CC=C1)NC1=C(C=NC2=CC(=C(C=C12)NC(\C=C\CN(C)C)=O)OCC)C#N (2E)-N-[4-[[3-chloro-4-[(pyridin-2-yl)methoxy]phenyl]amino]-3-cyano-7-ethoxyquinolin-6-yl]-4-(dimethylamino)but-2-enamide